C(#N)C=1C=C(C=NC1N1N=CC=N1)NC(=O)C=1C=NN(C1C(F)(F)F)C1=NC=NC2=CC=CC=C12 N-(5-cyano-6-(2H-1,2,3-triazol-2-yl)pyridin-3-yl)-1-(quinazolin-4-yl)-5-(trifluoromethyl)-1H-pyrazole-4-carboxamide